ClC1=CC=C2C(N(C3(C2=C1)CCN(C=C3)C(=O)OC(C)(C)C)CC3=CC=C(C=C3)OC)=O tert-butyl 6'-chloro-2'-[(4-methoxyphenyl)methyl]-3'-oxo-spiro[2,3-dihydropyridine-4,1'-isoindoline]-1-carboxylate